OCCC[Si](O[Si](C)(C)C)(O[Si](C)(C)C)C 3-(3-Hydroxypropyl)-heptamethyltrisiloxane